S(O)(O)(=O)=O.C1=CC=CC2=CC3=CC=CC=C3C=C12 anthracene-sulfuric acid